6-(trifluoromethyl)benzenesulfonamide FC(C1=CC=CC=C1S(=O)(=O)N)(F)F